C(C)(C)(C)OC(=O)N1CCN(CC1)C1=NC=2N(C=C1)N=CC2C=2C(=NC=CC2)OCC 4-(3-(2-ethoxypyridin-3-yl)pyrazolo[1,5-a]pyrimidin-5-yl)piperazine-1-carboxylic acid tert-butyl ester